(R)-7-methoxy-2-methyl-N-(1-(4-(2-((methylamino)methyl)phenyl)thiophen-2-yl)ethyl)-6-((7-(piperidin-1-yl)heptyl)oxy)quinazolin-4-amine COC1=C(C=C2C(=NC(=NC2=C1)C)N[C@H](C)C=1SC=C(C1)C1=C(C=CC=C1)CNC)OCCCCCCCN1CCCCC1